2-(3-ethoxynaphthyl)-1,2,4-triazine C(C)OC=1C=C(C2=CC=CC=C2C1)N1NC=CN=C1